6-(perfluorophenyl)-2H-benzo[b][1,4]oxazin-3(4H)-one FC1=C(C(=C(C(=C1F)F)F)F)C1=CC2=C(OCC(N2)=O)C=C1